C(=C)[Si](CCC)(CCC)C=C divinyl-dipropylsilane